C1(CCC1)C1=CC(=NN1)NC(CC1=CC=C(C=C1)N1CCN(CC1)CC1CCN(CC1)C=1C=C2C(N(C(C2=CC1)=O)N1C(NC(CC1)=O)=O)=O)=O N-(5-cyclobutyl-1H-pyrazol-3-yl)-2-(4-(4-((1-(2-(2,4-dioxotetrahydropyrimidin-1(2H)-yl)-1,3-dioxoisoindolin-5-yl)piperidin-4-yl)methyl)piperazin-1-yl)phenyl)acetamide